ClC1=CC=C(C=C1)N1C[C@@H](CC1)C(=O)N[C@@H]([C@H](O)C1=CC=C(C=C1)Cl)CN1CCCC1 (R)-1-(4-chlorophenyl)-N-((1R,2R)-1-(4-chlorophenyl)-1-hydroxy-3-(pyrrolidin-1-yl)propan-2-yl)pyrrolidine-3-carboxamide